C1(=CC=CC=C1)CC(=O)O.N[C@@H](CCCN)C(=O)O L-Ornithine Phenyl-Acetate